5-amino-1,3-dihydro-2H-benzo[d]imidazol NC1=CC2=C(NCN2)C=C1